di((Z)-dec-4-en-1-yl)4,4'-((3-((2-((3-(6-aminopyridin-3-yl) propanoyl)oxy)ethyl)(4-((Z)-dec-4-en-1-yloxy)-4-oxobutyl)amino)propyl)azanediyl)dibutanoate C(CC\C=C/CCCCC)OC(CCCN(CCCC(=O)OCCC\C=C/CCCCC)CCCN(CCCC(=O)OCCC\C=C/CCCCC)CCOC(CCC=1C=NC(=CC1)N)=O)=O